racemic-(2S,3S)- and (2R,3R)-3-(o-tolyl)butan-2-ol C1(=C(C=CC=C1)[C@@H]([C@H](C)O)C)C |r|